trimethylsilyl-tetramethylpiperidine C[Si](C)(C)C1(C(N(CCC1)C)(C)C)C